(1s,3s)-3-fluorocyclobutyl (3-(3,3-difluorocyclobutyl)-1-meth-yl-4-phenyl-1H-pyrazol-5-yl)-carbamate FC1(CC(C1)C1=NN(C(=C1C1=CC=CC=C1)NC(OC1CC(C1)F)=O)C)F